FC=1C=C(C=C(C1)F)C1=NOC(C1)(C(=O)Cl)C=C 3-(3,5-difluorophenyl)-5-vinyl-4H-isoxazole-5-carbonyl chloride